FC=1C=C(C=CC1OC)C=1N=C2N(C(C1)=O)C=C(C=C2)C=2CCNCC2 2-(3-fluoro-4-methoxyphenyl)-7-(1,2,3,6-tetrahydropyridin-4-yl)-4H-pyrido[1,2-a]pyrimidin-4-one